ClC12C(C(C1)C2)Cl 1,2-dichlorobicyclo[1.1.1]pentane